4-(p-tolylethynyl)benzonitrile C1(=CC=C(C=C1)C#CC1=CC=C(C#N)C=C1)C